N-(3-chloro-4-(morpholine-4-carbonyl)phenyl)-7-(3,4-dimethoxyphenyl)pyrazolo[1,5-a]pyrimidine-2-carboxamide ClC=1C=C(C=CC1C(=O)N1CCOCC1)NC(=O)C1=NN2C(N=CC=C2C2=CC(=C(C=C2)OC)OC)=C1